1'-[(cis)-3-hydroxy-3-methylcyclobutyl]-5'-(4,4,5,5-tetramethyl-1,3,2-dioxaborolan-2-yl)-1',2'-dihydrospiro[cyclopropane-1,3'-pyrrolo[2,3-b]pyridin]-2'-one OC1(CC(C1)N1C(C2(C=3C1=NC=C(C3)B3OC(C(O3)(C)C)(C)C)CC2)=O)C